6-acetyl-8-chloro-3-methyl-5-phenylimidazo[1,5-a]pyridine-1-carbonitrile trifluoroacetate salt FC(C(=O)O)(F)F.C(C)(=O)C=1C=C(C=2N(C1C1=CC=CC=C1)C(=NC2C#N)C)Cl